C(#N)C1=CC=2C(C3=CC=CC=C3C(C2C=C1C#N)=O)=O 2,3-dicyano-9,10-anthraquinone